FC1=CC=CC2=C1N=C(S2)[C@H]2N(CCC1=C2N=CN1)C(=O)C=1C=NN2C1C=C(C=C2)C#N (S)-3-(4-(4-fluorobenzo[d]thiazol-2-yl)-4,5,6,7-tetrahydro-1H-imidazo[4,5-c]pyridine-5-carbonyl)pyrazolo[1,5-a]pyridine-5-carbonitrile